C(C)(C)(C)OC(=O)N1CC2CN(CC2C1)C(=O)C1=NC(=NC=C1)NC1=CC=CC=C1 5-(2-(phenylamino)pyrimidine-4-carbonyl)hexahydropyrrolo[3,4-c]pyrrole-2(1H)-carboxylic acid tert-butyl ester